C(#N)C1=NN(C(=C1)C)C1=C(C=CC(=N1)N1C=NC2=C1C=CC(=C2)NC2=CC(=C(N=N2)C(=O)N(C)C)C)C(F)F 6-[[1-[6-(3-cyano-5-methyl-pyrazol-1-yl)-5-(difluoromethyl)-2-pyridyl]benzimidazol-5-yl]amino]-N,N,4-trimethyl-pyridazine-3-carboxamide